BrC1=C(C2=C(N(C=N2)C)C=C1)OC 5-Bromo-4-methoxy-1-methyl-1H-benzo[d]imidazole